2-heptyl-nonanoic acid C(CCCCCC)C(C(=O)O)CCCCCCC